FC(C(C(F)(F)F)OC1=CC2=C(CN(CCC2)C2=CC(=C(C(=C2)C)NC(CC(C)(C)C)=O)C)C=C1)(F)F N-(4-(7-((1,1,1,3,3,3-hexafluoropropan-2-yl)oxy)-1,3,4,5-tetrahydro-2H-benzo[c]azepin-2-yl)-2,6-dimethylphenyl)-3,3-dimethylbutanamide